ClC=1C(=NC(=NC1)N[C@@H]1C[C@H]2CO[C@@H]([C@H]1O)O2)C2=C(C=1N=NC=C(C1S2)C(C)C)C (1S,3R,4S,5R)-3-((5-chloro-4-(4-isopropyl-7-methylthieno[3,2-c]pyridazin-6-yl)pyrimidin-2-yl)amino)-6,8-dioxabicyclo[3.2.1]octan-4-ol